C(#N)C=1C=C(C=CC1)N1N=CC(=C1C(F)(F)F)C(=O)O 1-(3-cyanophenyl)-5-(trifluoromethyl)-1H-pyrazole-4-carboxylic acid